CC=1C=C(C(=O)N2CCNCC2)C=CC1 4-(3-methylbenzoyl)piperazine